methyl-1,2-ethanediamine hydrochloride Cl.CC(CN)N